C(C#C)NC(OC(C)(C)C)=O tert-butyl prop-2-ynylcarbamate